C(C)NS(=O)(=O)NC=1C(=C(C=CC1)CC1=CC(=C(N(C1=O)C)NC1=C(C=C(C=C1)I)F)C(=O)N)F 5-[[3-(ethylsulfamoylamino)-2-fluorophenyl]methyl]-2-(2-fluoro-4-iodoanilino)-1-methyl-6-oxopyridine-3-carboxamide